3-chloro-6-fluoro-5-(prop-1-en-2-yl)isoquinoline Tert-butyl-3-pent-4-ynoxyazetidine-1-carboxylate C(C)(C)(C)OC(=O)N1CC(C1)OCCCC#C.ClC=1N=CC2=CC=C(C(=C2C1)C(=C)C)F